C(C)C1=CC=C(C=C1)C=1OC2=C(C(=C(C=3C2=C(C1C1=CC=C(C=C1)CC)C=C(C3)F)C3=CC=C(C=C3)CC)C3=CC=C(C=C3)CC)C=3NCCCN3 2-(2,3,7,8-tetrakis(4-ethylphenyl)-5-fluorobenzo[de]chromen-9-yl)-1,4,5,6-tetrahydropyrimidine